C(C1=CC=CC=C1)N1N=CC(=C1)C(=O)N1CC2(CN(C2)C(=O)OC(C)(C)C)[C@@H](C1)C(=O)O (S)-6-(1-benzyl-1H-pyrazole-4-carbonyl)-2-(tert-butoxycarbonyl)-2,6-diazaspiro[3.4]octane-8-carboxylic acid